2-(((1R)-1-(3,6-dimethyl-2-(methylsulfinyl)-4-oxo-3,4-dihydroquinazolin-8-yl)ethyl)amino)benzoic acid CN1C(=NC2=C(C=C(C=C2C1=O)C)[C@@H](C)NC1=C(C(=O)O)C=CC=C1)S(=O)C